ClC1=C(C(=CC=C1)C)NC(=O)C1=CN=C(S1)NC1=NC(=NC(=C1)N1CCN(CC1)CCCC(=O)N1CCN(CC1)C1=CC=C(C=C1)C1C(NC(CC1)=O)=O)C N-(2-CHLORO-6-METHYLPHENYL)-2-((6-(4-(4-(4-(4-(2,6-DIOXOPIPERIDIN-3-YL)PHENYL)PIPERAZIN-1-YL)-4-OXOBUTYL)PIPERAZIN-1-YL)-2-METHYLPYRIMIDIN-4-YL)AMINO)THIAZOLE-5-CARBOXAMIDE